ClC=1C(=NC(=NC1)N1C[C@H]([C@H](CC1)F)F)NC1=CC=2C3=C(C(N(C2C=C1)C)=O)OCC([C@@H](N3)C3CC3)(F)F (S)-10-((5-Chloro-2-((3R,4S)-3,4-difluoropiperidin-1-yl)pyrimidin-4-yl)amino)-2-cyclopropyl-3,3-difluoro-7-methyl-1,2,3,4-tetrahydro-[1,4]oxazepino[2,3-c]chinolin-6(7H)-on